5-FORMYL-3,4-DIMETHYL-1H-PYRROLE-2-CARBOXYLIC ACID ETHYL ESTER C(C)OC(=O)C=1NC(=C(C1C)C)C=O